CC(C[Si](OC)(OC)OC)CCl 2-methyl-3-chloropropyl-trimethoxysilane